NC=1C=2N(C3=CC(=CC=C3N1)C(=O)N(C)[C@H]1COC3=C1C=CC(=C3)Br)C=NC2 (R)-4-Amino-N-(6-bromo-2,3-dihydrobenzofuran-3-yl)-N-methylimidazo[1,5-a]quinoxalin-8-carboxamide